BrCCC=1N=NN(C1)CCNC1=C2C(N(C(C2=CC=C1)=O)C1C(NC(CC1)=O)=O)=O 4-({2-[4-(2-bromoethyl)-1H-1,2,3-triazol-1-yl]ethyl}amino)-2-(2,6-dioxopiperidin-3-yl)-2,3-dihydro-1H-isoindole-1,3-dione